C1(CCC1)N1C=NC2=C1C=C(C=C2)C(=O)O cyclobutyl-1H-benzo[d]imidazole-6-carboxylic acid